2-chloro-N-(1-methyl-1H-benzo[d]imidazol-4-yl)acetamide ClCC(=O)NC1=CC=CC=2N(C=NC21)C